CP(C(C)(C)C)C dimethyl-tert-butyl-phosphane